imidazo[1,2-a]pyridine-6-carboxylate N=1C=CN2C1C=CC(=C2)C(=O)[O-]